FC1(CN(C1)C(C(=O)N)C)F 2-(3,3-difluoroazetidin-1-yl)propanamide